FC1=C(C(=CC(=C1F)F)F)[B-](C1=C(C(=C(C=C1F)F)F)F)(C1=C(C(=C(C=C1F)F)F)F)C1=C(C(=C(C=C1F)F)F)F.CC1=C([NH3+])C(=CC(=C1)C)C 2,4,6-trimethylanilinium tetrakis(2,3,4,6-tetrafluorophenyl)borate